4-(3-carboxy-2,5-dihydroxybenzoylamino)nicotinic acid C(=O)(O)C=1C(=C(C(=O)NC2=CC=NC=C2C(=O)O)C=C(C1)O)O